ClC=1C=C(NC2(CCC3(C(=CC4=CC=CC=C34)CC(COC)COC)CC2)C(=O)O)C=CC1 (1r,4r)-4-(3-Chloroanilino)-2'-[3-methoxy-2-(methoxymethyl)propyl]spiro[cyclohexane-1,1'-indene]-4-carboxylic acid